(R)-(+)-5-(p-cyanophenyl)-5,6,7,8-tetrahydroimidazo[1,5-a]pyridine hydrochloride Cl.C(#N)C1=CC=C(C=C1)[C@H]1CCCC=2N1C=NC2